OC1CN(CC1)C(=O)C1=CC=2C(=CN=C(C2)C2=NC=CC(=C2)C2=NOC(=N2)C(F)(F)F)N1C (3-Hydroxypyrrolidin-1-yl)(1-methyl-5-(4-(5-(trifluoromethyl)-1,2,4-oxadiazol-3-yl)pyridin-2-yl)-1H-pyrrolo[2,3-c]pyridin-2-yl)methanone